OC(COC(=O)C(CCCCCCCCCC(=O)O)CCCCCC)CO 11-(2,3-dihydroxypropoxycarbonyl)heptadecanoic acid